ClC=1N=NC(=CC1C(C([2H])([2H])[2H])C([2H])([2H])[2H])Cl 3,6-dichloro-4-(1,1,1,3,3,3-hexadeuteropropan-2-yl)pyridazine